N-(2-(1H-indazol-1-yl)ethyl)-5-(furan-2-yl)isoxazole-3-carboxamide N1(N=CC2=CC=CC=C12)CCNC(=O)C1=NOC(=C1)C=1OC=CC1